(diethylcyclopentadienyl)-(fluorenyl)zirconium dichloride [Cl-].[Cl-].C(C)C=1C(C=CC1)(CC)[Zr+2]C1=CC=CC=2C3=CC=CC=C3CC12